Dicyclohexylphosphino-2',4',6'-triisopropyl-1,1'-biphenyl C1(CCCCC1)P(C1CCCCC1)C1=C(C=CC=C1)C1=C(C=C(C=C1C(C)C)C(C)C)C(C)C